C(C)(=O)OCCCCCCCCCCCCCC(CCCC)C 14-methyl-octadec-1-yl acetate